[I-].C(CCCCCCCCC)N(C1=CC=C(C=CC2=CC=[N+](C=C2)C)C=C1)CCCCCCCCCC 4-(4-(didecylamino)styryl)-N-methylpyridinium iodide